4-bromo-3,5-difluoro-2-(1H-pyrazol-5-yl)aniline BrC1=C(C(=C(N)C=C1F)C1=CC=NN1)F